ethyl azetidine-3-carboxylate N1CC(C1)C(=O)OCC